1-(6-((2,3-dihydroxypropyl)(methyl)amino)naphthalen-2-yl)dodecan-1-one OC(CN(C=1C=C2C=CC(=CC2=CC1)C(CCCCCCCCCCC)=O)C)CO